7-hydroxy-2-methyl-3-(3-(4-methylpiperazin-1-yl)-3-oxopropyl)-4-oxo-4H-chromene-8-carbaldehyde OC1=CC=C2C(C(=C(OC2=C1C=O)C)CCC(=O)N1CCN(CC1)C)=O